(2Z,4E,6E,8E)-9-(3-(5-(tert-butyl)pyridin-2-yl)-2,6,6-trimethylcyclohex-1-en-1-yl)-3,7-dimethyl-N-phenylnona-2,4,6,8-tetraenamide C(C)(C)(C)C=1C=CC(=NC1)C1C(=C(C(CC1)(C)C)/C=C/C(=C/C=C/C(=C\C(=O)NC1=CC=CC=C1)/C)/C)C